6-[4-[Acetyl(3,3,3-trifluoropropyl)amino]phenyl]-N-[(2-methyl-3-pyridyl)methyl]pyridine-3-carboxamide C(C)(=O)N(C1=CC=C(C=C1)C1=CC=C(C=N1)C(=O)NCC=1C(=NC=CC1)C)CCC(F)(F)F